C1(CCCC1)N1C(=NC2=C1C=C(C(=C2)OC[C@H]2CN(CC2)C(=O)OC(C)(C)C)OC)N(C(C)=O)COCC[Si](C)(C)C tert-butyl (3R)-3-([[1-cyclopentyl-6-methoxy-2-(N-[[2-(trimethylsilyl)ethoxy]methyl]acetamido)-1H-1,3-benzodiazol-5-yl]oxy]methyl)pyrrolidine-1-carboxylate